O1C(CC=C1)=O 3H-furanone